[As]([O-])([O-])([O-])=O.[Na+].[Na+].[Na+] sodium arsenate salt